CC1=C(CC2=C(C=CC=C2)S)C(=CC=C1)C 2,6-dimethylbenzylthiophenol